C(#N)N1C2CCC(C1)[C@H]2NC(=O)C2=CC=C(C=C2)C2=C(C=CC=C2)SC2=CC=CC=C2 N-((7R)-2-cyano-2-azabicyclo[2.2.1]heptan-7-yl)-2'-(phenylthio)-[1,1'-biphenyl]-4-carboxamide